C(C)(C)(C)C1=CC=C(C=C1)CC(C=O)S(=O)(=O)C1=CC=C(C)C=C1 3-(4-(tert-butyl)phenyl)-2-(p-toluenesulfonyl)propanal